1-methyl-5-(morpholinomethyl)pyrazol-3-amine CN1N=C(C=C1CN1CCOCC1)N